C(C)(C)(C)N(C(O)=O)[C@@H]1C[C@@H](C1)OC1=CC=C(C=C1)C(NC=1C=C2CN(C(C2=CC1)=O)C1C(NC(CC1)=O)=O)=O.O(C1=CC=CC=C1)C1=CC=C(C=C1)[SiH](CCCCCCCC)CCCCCC1CCCCC1 (4-(phenoxy)phenyl)(5-cyclohexylpentyl)(octyl)silane tert-butyl-(cis-3-(4-((2-(2,6-dioxopiperidin-3-yl)-1-oxoisoindolin-5-yl)carbamoyl)phenoxy)cyclobutyl)carbamate